C[C@@H](CCOC=O)CCC=C(C)C |r| Formic acid (+-)-3,7-dimethyl-6-octen-1-yl ester